(4aS,8aS)-4a-(3-chlorophenyl)octahydro-2H-benzo[b][1,4]oxazine ClC=1C=C(C=CC1)[C@@]12[C@@H](OCCN1)CCCC2